ClC=1C=C(C=CC1)C(C=1NC(=C(N1)S(=O)(=O)N)C)NC1=NC(=C(C=C1)F)C 2-((3-chlorophenyl)((5-fluoro-6-methylpyridin-2-yl)amino)methyl)-5-methyl-1H-imidazole-4-sulfonamide